Mono-N-Boc-piperazine C(=O)(OC(C)(C)C)N1CCNCC1